FC1=CC=C2C(NN=C(C2=C1)C1=CC2=C(NC(=N2)NC(OCC2=CC=CC=C2)=O)C=C1)=O Benzyl (5-(7-fluoro-4-oxo-3,4-dihydrophthalazin-1-yl)-1H-benzimidazol-2-yl)carbamate